FC1=C(OC2=NC(=NC(=C2)C2=C(C=CC=C2)C(C)C)NS(=O)(=O)C2=CC=C(C=C2)O)C=CC=C1 N-[4-(2-fluorophenoxy)-6-(2-isopropylphenyl)pyrimidin-2-yl]-4-hydroxy-benzenesulfonamide